FC(CCS)F difluoroethyl-methyl mercaptan